tert-butyl (6S,7S)-6-((2,3'-difluoro-[1,1'-biphenyl]-3-yl)methyl)-7-((difluoromethyl)sulfonamido)-5-azaspiro[2.4]heptane-5-carboxylate FC1=C(C=CC=C1C[C@@H]1N(CC2(CC2)[C@@H]1NS(=O)(=O)C(F)F)C(=O)OC(C)(C)C)C1=CC(=CC=C1)F